C(C)(C)(C)OC(NCCOC1=C(C=C(C=C1)OC(F)(F)F)Cl)=O (2-(2-chloro-4-(trifluoromethoxy)phenoxy)ethyl)carbamic acid tert-butyl ester